methyl (9Z)-19-[2-(dimethylamino)ethyl]heptacos-9-enoate CN(CCC(CCCCCCCC\C=C/CCCCCCCC(=O)OC)CCCCCCCC)C